1-pentylcyclobutan-1-ol C(CCCC)C1(CCC1)O